C(C)(C)(C)OC(=O)C1=NN(C(=C1Br)C)C([2H])([2H])[2H].CC1=CC=C(C=C1)[C@@H]1NC(OC1(C)C)=O (S)-4-(4-methylphenyl)-5,5-dimethyl-oxazolidinone tert-butyl-4-bromo-5-methyl-1-(methyl-d3)-1H-pyrazole-3-carboxylate